7-(5-methylthiophen-2-yl)-3,7-dihydro-4H-pyrrolo[2,3-d]pyrimidin-4-one CC1=CC=C(S1)N1C=CC2=C1N=CNC2=O